2,2-bis(4-cyanooxyphenyl)pentane methyl-4-[({[4-(benzyloxy)phenyl]carbamoyl}(butyl)amino)methyl]benzoate COC(C1=CC=C(C=C1)CN(CCCC)C(NC1=CC=C(C=C1)OCC1=CC=CC=C1)=O)=O.C(#N)OC1=CC=C(C=C1)C(C)(CCC)C1=CC=C(C=C1)OC#N